The molecule is an organic cation that is 6a,12a-dihydrobenzo[a]phenoxazin-7-ium substituted by amino and dimethylamino groups at positions 5 and 9 respectively. The chloride salt is the histological dye 'nile blue A' CC[N+](=C1C=CC2=NC3=C(C=C(C4=CC=CC=C43)N)OC2=C1)CC